P(O)(O)OC(C(C(OP(O)O)(CCCCCCCCCCCCC)C1=CC=CC=C1)(C(OP(O)O)(CCCCCCCCCCCCC)C1=CC=CC=C1)C(OP(O)O)(CCCCCCCCCCCCC)C1=CC=CC=C1)(CCCCCCCCCCCCC)C1=CC=CC=C1 tetraphenyl-(tetratridecyl)pentaerythritol tetraphosphite